3,7-dimethyl-9-(2,6,6-trimethylcyclohex-1-en-1-yl)nona-2,4,6,8-tetraenoic acid CC(=CC(=O)O)C=CC=C(C=CC1=C(CCCC1(C)C)C)C